3-(5-(4-((8-oxa-3-azabicyclo[3.2.1]octan-3-yl)methyl)pyridin-2-yl)-1-oxoisoindolin-2-yl)piperidine-2,6-dione C12CN(CC(CC1)O2)CC2=CC(=NC=C2)C=2C=C1CN(C(C1=CC2)=O)C2C(NC(CC2)=O)=O